(3R,4S)-1-((4-bromo-3-methylphenyl)sulfonyl)-3,4-difluoropyrrolidine BrC1=C(C=C(C=C1)S(=O)(=O)N1C[C@H]([C@H](C1)F)F)C